4,4''-dinitro-2',5'-dibromo-3',6'-dimethoxy-p-terphenyl [N+](=O)([O-])C1=CC=C(C=C1)C1=C(C(=C(C(=C1OC)Br)C1=CC=C(C=C1)[N+](=O)[O-])OC)Br